((1S,4aR,10aR)-6,7-dihydroxy-1-propyl-1,2,3,4,4a,5,10,10a-octahydrobenzo[g]quinolin-1-ium-1-yl)methyl hydrogen phosphate P(=O)(OC[N@+]1(CCC[C@@H]2CC3=C(C[C@@H]12)C=CC(=C3O)O)CCC)(O)[O-]